O1COC2=C1C=CC(=C2)CNC(C(O)[C@H]2N(CCC2)C(CNC(=O)C2=CC=NC1=CC=C(C=C21)OCCCN2CCN(CC2)C(=O)OC(C)(C)C)=O)=O tert-butyl 4-(3-((4-((2-((2S)-2-(2-((benzo[d][1,3]dioxol-5-ylmethyl)amino)-1-hydroxy-2-oxoethyl)pyrrolidin-1-yl)-2-oxoethyl)carbamoyl)quinolin-6-yl)oxy)propyl)piperazine-1-carboxylate